(1S,3R)-3-acetylamino-N-(5-chloro-4-(7-fluoro-3-(1-hydroxypropan-2-yl)-2-methyl-2H-indazol-5-yl)pyridin-2-yl)cyclohexane-1-carboxamide C(C)(=O)N[C@H]1C[C@H](CCC1)C(=O)NC1=NC=C(C(=C1)C1=CC2=C(N(N=C2C(=C1)F)C)C(CO)C)Cl